N[C@@H]1CN(CC1)C=1OC=C(N1)C(=O)NC=1C=C2C(=NC1N1CCCCC1)N=C(O2)N2CCOCC2 (S)-2-(3-Aminopyrrolidin-1-yl)-N-(2-morpholino-5-(piperidin-1-yl)oxazolo[4,5-b]Pyridin-6-yl)oxazole-4-carboxamide